perfluorononeneoxybenzenesulfonyl chloride FC=1C(=C(C(=C(C1F)F)F)S(=O)(=O)Cl)OC(=C(C(C(C(C(C(C(C(F)(F)F)(F)F)(F)F)(F)F)(F)F)(F)F)(F)F)F)F